4-undecyl-4H-thieno[3,2-b]pyrrole C(CCCCCCCCCC)N1C2=C(C=C1)SC=C2